NC1=NN(C=C1C=1C=C(C=2N(C1)N=CC2C#N)SC2=C(C=CC=C2)C#N)C 6-(3-amino-1-methyl-1H-pyrazol-4-yl)-4-((2-cyanophenyl)thio)pyrazolo[1,5-a]pyridine-3-carbonitrile